O[C@H]1[C@H](OC(C([C@H]1O)OC)(C)C)OC=1C=CC(=C(C1)C1=CC(=CC=C1)C(F)(F)F)CCNC(C)=O |&1:2| N-(2-(5-(((3R,4S,SR)-3,4-dihydroxy-5-methoxy-6,6-dimethyltetrahydro-2H-pyran-2-yl)oxy)-3'-(trifluoromethyl)-[1,1'-biphenyl]-2-yl)ethyl)acetamide